BrC=1C=C2C=NN(C2=CC1)N1C(C=C(C=C1C1=CC=CC=C1)C1=CC=CC=C1)C1=CC=CC=C1 1-(5-bromo-1H-indazol-1-yl)-2,4,6-triphenylpyridine